N,N,N',N'-tetradecyl-urea C(CCCCCCCCC)N(C(=O)N(CCCCCCCCCC)CCCCCCCCCC)CCCCCCCCCC